ClC1=CC=C(CN2C(=NC=3N(C(N(C(C23)=O)CCCO)=O)CC)OC2=CC=C(C=C2)CC)C=C1 7-(4-chlorobenzyl)-3-ethyl-8-(4-ethylphenoxy)-1-(3-hydroxypropyl)-1H-purine-2,6(3H,7H)-dione